4-(2-methylpyridin-3-yl)-N-(3-(methylsulfonamido)phenyl)thiophene-2-carboxamide CC1=NC=CC=C1C=1C=C(SC1)C(=O)NC1=CC(=CC=C1)NS(=O)(=O)C